1-(4-chloro-3-fluorophenyl)-3-(4-fluoro-3-(quinoxaline-6-carbonyl)phenyl)urea ClC1=C(C=C(C=C1)NC(=O)NC1=CC(=C(C=C1)F)C(=O)C=1C=C2N=CC=NC2=CC1)F